(5aS,6R,11bS)-14-(cyclobutylmethyl)-3-(2-(pyridin-2-yl)ethyl)-2,3,4,5,6,7-hexahydro-6,11b-(epiminoethano)naphtho[1,2-d]azepine-5a,10(1H)-diol C1(CCC1)CN1CC[C@]23CCN(CC[C@]2([C@H]1CC1=CC=C(C=C13)O)O)CCC1=NC=CC=C1